3-[(3,5-dimethylpiperazin-1-yl)methyl]bicyclo[1.1.1]pentane-1-carboxamide CC1CN(CC(N1)C)CC12CC(C1)(C2)C(=O)N